8-phenyl-N-[rac-(3S)-5-methyl-4-oxo-2,3-dihydro-1,5-benzoxazepin-3-yl]-5,6,7,8-tetrahydro-[1,2,4]triazolo[1,5-a]pyrazine-2-carboxamide C1(=CC=CC=C1)C1C=2N(CCN1)N=C(N2)C(=O)N[C@H]2COC1=C(N(C2=O)C)C=CC=C1 |r|